cis-2-cyano-N-(6,8-dichloro-2,7-naphthyridin-3-yl)cyclopropanecarboxamide C(#N)[C@@H]1[C@@H](C1)C(=O)NC=1N=CC2=C(N=C(C=C2C1)Cl)Cl